(4-amino-2-(7-fluoro-1-(2-fluorobenzyl)-1H-indazol-3-yl)pyrimidin-5-yl)(3-hydroxyazetidin-1-yl)methanone Ethyl-3-(5-(3-cyano-4-fluorophenoxy)-6-fluoro-1H-indol-4-yl)propanoate C(C)OC(CCC1=C2C=CNC2=CC(=C1OC1=CC(=C(C=C1)F)C#N)F)=O.NC1=NC(=NC=C1C(=O)N1CC(C1)O)C1=NN(C2=C(C=CC=C12)F)CC1=C(C=CC=C1)F